COC1=CC=C(C=C1)N1CCC1 1-(4-methoxyphenyl)azetidine